8-β-D-Glucopyranosyl-7,8,9,10-tetrahydro-6,10-methano-6H-pyrazino[2,3-h][3]benzazepine [C@@H]1([C@H](O)[C@@H](O)[C@H](O)[C@H](O1)CO)N1CC2C3=C(C(C1)C2)C=C2C(=C3)N=CC=N2